tert-butyl ((1R,4r)-4-(2-(((R)-2-(5-fluoropyridin-3-yl)-2-hydroxyethyl)amino)propan-2-yl)cyclohexyl)carbamate FC=1C=C(C=NC1)[C@H](CNC(C)(C)C1CCC(CC1)NC(OC(C)(C)C)=O)O